NC1=NC=CC=C1C1=NC=2C(=NC(=CC2)C2=CC=CC=C2)N1C1=CC=C(C=C1)C1CN(C1)CC1CC(C(CC1)C(=O)O)(C)C 4-[[3-[4-[2-(2-amino-3-pyridyl)-5-phenyl-imidazo[4,5-b]pyridin-3-yl]phenyl]azetidin-1-yl]methyl]-2,2-dimethyl-cyclohexanecarboxylic acid